N-[3-cyano-1-(prop-2-yn-1-yl)-1H-indol-5-yl]-6-oxo-1,6-dihydropyrimidine-4-carboxamide C(#N)C1=CN(C2=CC=C(C=C12)NC(=O)C=1N=CNC(C1)=O)CC#C